OC1=C(C=C(C=C1C(C)(C)C)C(=O)O)N1N=C2C(=N1)C=CC=C2 2-(2'-hydroxy-3'-t-butyl-5'-carboxyphenyl)benzotriazole